C(C1=CC=C(C(=O)O)C=C1)(=O)O.C(CCCCCCCCCCCCCCCCC)(=O)N monostearamide terephthalate